Tert-Butyl (5-((2,5-difluorophenyl)(hydroxy)methyl)thiazol-2-yl)carbamate FC1=C(C=C(C=C1)F)C(C1=CN=C(S1)NC(OC(C)(C)C)=O)O